3-methyl-6-(3-(piperidine-1-carbonyl)pyrazolo[1,5-a]pyridin-7-yl)pyrimidin-4(3H)-one CN1C=NC(=CC1=O)C1=CC=CC=2N1N=CC2C(=O)N2CCCCC2